2H-benzo[b][1,4]oxazine-8-sulfonamide O1C2=C(N=CC1)C=CC=C2S(=O)(=O)N